6-butoxy-8-((4-methoxybenzyl)amino)-3-(2-(pyrrolidin-1-ylmethyl)benzyl)-3,4-dihydropyrimido[5,4-d]pyrimidin-2(1H)-one C(CCC)OC=1N=C(C=2NC(N(CC2N1)CC1=C(C=CC=C1)CN1CCCC1)=O)NCC1=CC=C(C=C1)OC